N-(7-amino-4-chloro-1-(3-fluoropropyl)-1H-indazol-3-yl)-N-(4-methoxybenzyl)methanesulfonamide NC=1C=CC(=C2C(=NN(C12)CCCF)N(S(=O)(=O)C)CC1=CC=C(C=C1)OC)Cl